methyl (Z)-2-(4-hydroxy-3-(2-methoxyphenyl)-2-buten-1-yl)-2-methylbenzoate OC\C(=C/CC1(C(C(=O)OC)C=CC=C1)C)\C1=C(C=CC=C1)OC